ClC=1C=C(C=CC1C(=O)N1CCN(CC1)C(=O)C1[C@H]2CNC[C@@H]12)NC(=O)C=1N(C(=CN1)C1=C(C(=C(C=C1)OCF)F)F)C |r| N-[3-chloro-4-[4-[rac-(1r,5s)-3-azabicyclo[3.1.0]hexane-6-carbonyl]piperazine-1-carbonyl]phenyl]-5-[2,3-difluoro-4-(fluoromethoxy)phenyl]-1-methyl-imidazole-2-carboxamide